ClC1=C(C=C(C(=O)N2CC=3C(=NN4C3C(N(C[C@H]4C)C(C)C=4C=NC(=NC4)C(C)(C)O)=O)C[C@H]2C)C=C1)C(F)(F)F (3R,7R)-2-(4-chloro-3-(trifluoromethyl)benzoyl)-9-(1-(2-(2-hydroxypropan-2-yl)pyrimidin-5-yl)ethyl)-3,7-dimethyl-1,2,3,4,8,9-hexahydropyrido[4',3':3,4]pyrazolo[1,5-a]pyrazin-10(7H)-one